NC1=C(C=CC(=C1)CCC1=CC=C(C=C1)C(F)(F)F)NC(CCCCCC(CF)F)=O N-(2-amino-4-(4-(trifluoromethyl)phenethyl)phenyl)-7,8-difluorooctanamide